COCOC=1C(=CC2=CN(N=C2C1C)C)C=1N=CC2=C(N1)N=CC(=C2)N2C[C@H](CC2)NC(OC(C)(C)C)=O tert-butyl N-[(3S)-1-{2-[6-(methoxymethoxy)-2,7-dimethylindazol-5-yl]pyrido[2,3-d]pyrimidin-6-yl}pyrrolidin-3-yl]carbamate